C(C)OC=1C=C(C=CC1OC)C(CS(=O)(=O)C)N1CC2=CC=CC(=C2C1)N 2-[1-(3-ethoxy-4-methoxyphenyl)-2-methylsulfonylethyl]-4-aminoisoindoline